racemic-1-(3-hydroxy-3-(trifluoromethyl)cyclobutyl)-3-(isoquinolin-4-yl)-2-oxoimidazolidine-4-carbonitrile OC1(CC(C1)N1C(N([C@H](C1)C#N)C1=CN=CC2=CC=CC=C12)=O)C(F)(F)F |r|